O.Cl(=O)(=O)(=O)[O-].[Fe+2].Cl(=O)(=O)(=O)[O-] Iron perchlorate hydrate